FC1(C[C@H](NC1=O)COC1=NC=C(C2=CC(=C(C=C12)OC(C)C)C(=O)N)C=1C=NN(C1)CC1CCOCC1)F (S)-1-((4,4-difluoro-5-oxopyrrolidin-2-yl)methoxy)-7-isopropoxy-4-(1-((tetrahydro-2H-pyran-4-yl)methyl)-1H-pyrazol-4-yl)isoquinoline-6-carboxamide